methyl 2-[bis[(4-methoxyphenyl) methyl] sulfamoyl]acetate COC1=CC=C(C=C1)CN(S(=O)(=O)CC(=O)OC)CC1=CC=C(C=C1)OC